OC[C@H](C1=CC=CC=C1)NC1=NC(=NC=C1C1=NC(=NO1)C(C)(C)O)NC1=CC=C2C(=N1)N(NC2=O)C (S)-6-((4-((2-hydroxy-1-phenylethyl)amino)-5-(3-(2-hydroxypropan-2-yl)-1,2,4-oxadiazol-5-yl)pyrimidin-2-yl)amino)-1-methyl-1,2-dihydro-3H-pyrazolo[3,4-b]pyridin-3-one